(4-(2-(((tert-butyldimethylsilyl)oxy)methyl)morpholino)phenyl)boronic acid [Si](C)(C)(C(C)(C)C)OCC1OCCN(C1)C1=CC=C(C=C1)B(O)O